O[C@H](C)C1=C(C(=O)N)C=CC=N1 ((R)-1-hydroxyethyl)nicotinamide